4-(2-fluoro-3-(4,4,5,5-tetramethyl-1,3,2-dioxaborolan-2-yl)phenyl)-1-(1-(4-fluorophenyl)ethyl)-1H-pyrazole FC1=C(C=CC=C1B1OC(C(O1)(C)C)(C)C)C=1C=NN(C1)C(C)C1=CC=C(C=C1)F